C(C)S(=O)C1=C2C(C(=NN(C2=CC=C1)C1=CC=C(C=C1)OC(F)(F)F)C(=O)OCC)=O ethyl 5-ethylsulfinyl-4-oxo-1-[4-(trifluoromethoxy)phenyl]cinnoline-3-carboxylate